C(C)(=O)C=1C(OC2=CC=C(C=C2C1)SCC(=O)NC[C@H]1CN(CCO1)CC1=CC(=C(C=C1)Cl)Cl)=O (2S)-(3-acetyl-2-oxo-2H-chromen-6-ylsulfanyl)-N-{[4-(3,4-dichlorobenzyl)morpholin-2-yl]methyl}acetamide